NCCCN(CCN)CCCN N,N-Bis-(3-Aminopropyl)ethylenediamine